The molecule is an (S)-3-hydroxyacyl-CoA that results from the formal condensation of the thiol group of coenzyme A with the carboxy group of (2S,3S)-3-hydroxy-2-methylbutanoic acid. It has a role as a mouse metabolite. It is a (S)-3-hydroxyacyl-CoA, a 3-hydroxy fatty acyl-CoA, a hydroxybutanoyl-CoA and a methylbutanoyl-CoA. It derives from a (2S,3S)-3-hydroxy-2-methylbutanoic acid and a butyryl-CoA. It is a conjugate acid of a (2S,3S)-3-hydroxy-2-methylbutanoyl-CoA(4-). C[C@@H]([C@H](C)O)C(=O)SCCNC(=O)CCNC(=O)[C@@H](C(C)(C)COP(=O)(O)OP(=O)(O)OC[C@@H]1[C@H]([C@H]([C@@H](O1)N2C=NC3=C(N=CN=C32)N)O)OP(=O)(O)O)O